OC1=NC=CC=C1C#N 2-hydroxypyridine-3-carbonitrile